tert-butyl (5-((5-amino-2-bromopyridin-4-yl)amino)-1-methylpiperidin-3-yl)carbamate NC=1C(=CC(=NC1)Br)NC1CC(CN(C1)C)NC(OC(C)(C)C)=O